3-(allyloxy)-2-((2-(2-azidoethoxy)ethoxy)methyl)-2-methylpropan-1-ol C(C=C)OCC(CO)(C)COCCOCCN=[N+]=[N-]